N-((5-(2-fluorophenyl)-1-((4-(trifluoromethoxy)phenyl)sulfonyl)-1H-pyrrol-3-yl)methyl)methan-d3-amine FC1=C(C=CC=C1)C1=CC(=CN1S(=O)(=O)C1=CC=C(C=C1)OC(F)(F)F)CNC([2H])([2H])[2H]